N-(Styrylcarbonylphenyl)-beta-alanine C1=CC=C(C=C1)C=CC(=O)C2=CC=CC=C2NCCC(=O)O